C(C)(C)C1=C(NC2=CC=C(C=C12)C1CCC(CC1)N1C[C@@H](CC1)N(C)C)C=1C=C(C=2N(C1)N=CN2)OC (R)-1-(4-(3-Isopropyl-2-(8-methoxy-[1,2,4]triazolo[1,5-a]pyridin-6-yl)-1H-indol-5-yl)cyclohexyl)-N,N-dimethylpyrrolidin-3-amin